2,6,6-TRIMETHYLCYCLOHEX-3-EN CC1CC(CC=C1)(C)C